3,3-dicyano-4-phenylcyclopent-1-ene-1-carboxylic acid methyl ester COC(=O)C1=CC(C(C1)C1=CC=CC=C1)(C#N)C#N